rel-(S)-2-allyl-1-(6-(azepan-4-yloxy)pyridin-2-yl)-6-((4-fluorophenyl)amino)-1,2-dihydro-3H-pyrazolo[3,4-d]pyrimidin-3-one C(C=C)N1N(C2=NC(=NC=C2C1=O)NC1=CC=C(C=C1)F)C1=NC(=CC=C1)O[C@@H]1CCNCCC1 |o1:28|